CN(CCN(C=1C(=CC(=CC1)[N+](=O)[O-])NCC(F)(F)F)C)C N1-(2-(dimethylamino)ethyl)-N1-methyl-4-nitro-N2-(2,2,2-trifluoroethyl)benzene-1,2-diamine